1,1,1,3,3,3-hexafluoro-propan-2-yl (±)-1-(morpholine-4-carbonyl)-6-azaspiro-[2.5]octane-6-carboxylate N1(CCOCC1)C(=O)[C@@H]1CC12CCN(CC2)C(=O)OC(C(F)(F)F)C(F)(F)F |r|